C(C)(C)(C)OC(=O)NCCC[C@@H](C(=O)O)NC(=O)OCC[Si](C)(C)C (S)-5-((tert-Butoxycarbonyl)amino)-2-(((2-trimethylsilylethoxy)-carbonyl)amino)pentanoic acid